N-(4-(bicyclo[3.1.0]hexan-3-yloxy)-3,5-difluorophenyl)-2-(3-azabicyclo[3.2.0]heptan-3-yl)-5-ethylthiazole-4-carboxamide C12CC(CC2C1)OC1=C(C=C(C=C1F)NC(=O)C=1N=C(SC1CC)N1CC2CCC2C1)F